5-methyl-1-(2-morpholinoethyl)-1H-pyrazol CC1=CC=NN1CCN1CCOCC1